C(C1=CC=CC=C1)N1N=C(C2=C1CN(C2)C#N)NC=2N=CC1=CC=CC=C1C2 benzyl-3-(isoquinolin-3-ylamino)-4,6-dihydropyrrolo[3,4-c]pyrazole-5(1H)-carbonitrile